COC=1C=C2CCN(CC2=CC1NC1=NC=C(C(=N1)NC1=CC(=NN1C1=CC=CC=C1)C)C(=O)N)C 2-((6-methoxy-2-methyl-1,2,3,4-tetrahydroisoquinolin-7-yl)amino)-4-((3-methyl-1-phenyl-1H-pyrazol-5-yl)amino)pyrimidine-5-carboxamide